C(C)(=O)C1=C(C=CC=C1)C=1C(=CC2=C(N(C(N=C2N2[C@H](CN([C@@H](C2)C)C(C=C)=O)C)=O)C=2C(=NC=CC2C)C(C)C)N1)Cl (M)-7-(2-Acetylphenyl)-6-chloro-4-[(2S,5R)-2,5-dimethyl-4-prop-2-enoyl-piperazin-1-yl]-1-(2-isopropyl-4-methyl-3-pyridyl)pyrido[2,3-d]pyrimidin-2-one